CC1(CCC(CN1)OC1=CC(=NN1)C(C)C)C (5-((6,6-dimethylpiperidin-3-yl)oxy))-3-isopropylpyrazole